4-bromo-5-methyl-1,3-thiazole BrC=1N=CSC1C